palmitoleyl isocyanate C(CCCCCCC\C=C/CCCCCC)N=C=O